galactosyl-lactose C1([C@H](O)[C@@H](O)[C@@H](O)[C@H](O1)CO)C1(O)[C@H](O)[C@@H](O)[C@H](O[C@H]2[C@H](O)[C@@H](O)[C@@H](O)[C@H](O2)CO)[C@H](O1)CO